5,7,8-trimethoxycoumarin ethyl-2-cyano-3-[2-(methylsulfanyl)-4-(phenylamino)pyrimidin-5-yl]-3-oxopropanoate C(C)OC(C(C(=O)C=1C(=NC(=NC1)SC)NC1=CC=CC=C1)C#N)=O.COC1=C2C=CC(OC2=C(C(=C1)OC)OC)=O